6-(4-(2-(1-(5-(5-(difluoromethyl)-5H-pyrido[4,3-b]indol-7-yl)-3-fluoropyridin-2-yl)piperidin-4-yl)ethyl)piperazin-1-yl)-2-(2,6-dioxopiperidin-3-yl)-4-methoxyisoindoline-1,3-dione FC(N1C2=C(C=3C=CC(=CC13)C=1C=C(C(=NC1)N1CCC(CC1)CCN1CCN(CC1)C1=CC(=C3C(N(C(C3=C1)=O)C1C(NC(CC1)=O)=O)=O)OC)F)C=NC=C2)F